FCCCOC1=NC=C(C=N1)[N+](=O)[O-] 2-(3-fluoropropoxy)-5-nitropyrimidine